NCC1(CCC(N1)=O)C1=CC=CC=C1 5-(aminomethyl)-5-phenylpyrrolidin-2-one